OC(COC1=CC(=C(C=C1)C1=NC(=NC(=N1)C1=C(C=C(C=C1)C)C)C1=C(C=C(C=C1)C)C)O)C(CCC)CC 2-(4-[(2-hydroxy-3-(2-ethyl)hexyl)oxy]-2-hydroxyphenyl)-4,6-bis(2,4-dimethylphenyl)-1,3,5-triazine